(4-hydroxy-1,3-phenylene)dimethanol methyl-2-[3,5-dibromo-2-({[3-bromo-1-(3-chloropyridin-2-yl)-1H-pyrazol-5-yl]carbonyl}amino)benzoyl]-2-ethylhydrazinecarboxylate CN(N(CC)C(C1=C(C(=CC(=C1)Br)Br)NC(=O)C1=CC(=NN1C1=NC=CC=C1Cl)Br)=O)C(=O)OCC=1C=C(C=CC1O)CO